1-phenyl-4-((2,2,2-trifluoroethyl)amino)-7-(trifluoromethyl)pyrido[2,3-d]-pyrimidin-2(1H)-one C1(=CC=CC=C1)N1C(N=C(C2=C1N=C(C=C2)C(F)(F)F)NCC(F)(F)F)=O